OC(CNS(O)(=O)=O)CO N-(2,3-dihydroxypropyl)sulfamic acid